FC1=CC(=CC2=CC=3C[C@@](CCC3N=C12)(C(C)C)F)C(=O)N[C@H](CC[NH+]1CCC2(CCOC2)CC1)C=1C=NC(=CC1)C1=CN=NC=C1 |r| rac-(7S)-4,7-difluoro-7-isopropyl-N-[rac-(1R)-3-(2-oxa-8-azoniaspiro[4.5]decan-8-yl)-1-(6-pyridazin-4-yl-3-pyridyl)propyl]-6,8-dihydro-5H-acridine-2-carboxamide